(S)-tert-butyl 3-((2S,4R)-4-hydroxy-2-((4-(4-methylthiazol-5-yl)benzyl)carbamoyl) pyrrolidine-1-carbonyl)morpholine-4-carboxylate O[C@@H]1C[C@H](N(C1)C(=O)[C@H]1N(CCOC1)C(=O)OC(C)(C)C)C(NCC1=CC=C(C=C1)C1=C(N=CS1)C)=O